(5-chloro-3-cyclopropylpyrazolo[1,5-a]pyrimidin-7-yl)((5-isopropoxyimidazo[1,2-a]pyridin-2-yl)methyl)carbamic acid tert-butyl ester C(C)(C)(C)OC(N(CC=1N=C2N(C(=CC=C2)OC(C)C)C1)C1=CC(=NC=2N1N=CC2C2CC2)Cl)=O